ClC=1C=2N(C(=C(C1)C(=O)N(C)OC)C1=CC=CC=C1)C=NC2 8-chloro-N-methoxy-N-methyl-5-phenylimidazo[1,5-a]pyridine-6-carboxamide